ClC=1C=C(C=C2C=C(N=CC12)NC(=O)[C@H]1[C@H](C1)C#N)C=1C=NC=CC1CC |r| (±)-cis-N-(8-chloro-6-(4-ethylpyridin-3-yl)isoquinolin-3-yl)-2-cyanocyclopropane-1-carboxamide